(S)-1-((S)-6,9-dihydro-7H-[1,3]dioxolo[4,5-h]isochromen-9-yl)ethan-1-amine O1COC=2C=CC=3CCO[C@@H](C3C21)[C@H](C)N